1-Bromo-2-pentyne BrCC#CCC